methyl 4-((3-bromo-5-((methoxycarbonyl)amino)-7-((spiro[2.3]hexan-5-ylmethyl)amino)-1H-pyrazolo[4,3-d]pyrimidin-1-yl)methyl)-3-(difluoromethoxy)benzoate BrC1=NN(C2=C1N=C(N=C2NCC2CC1(CC1)C2)NC(=O)OC)CC2=C(C=C(C(=O)OC)C=C2)OC(F)F